(2S,4r)-N-[(1-benzyl-2-methyl-pyrrolidin-2-yl)methyl]-1-[(2S)-2-(4-cyclopropyltriazol-1-yl)-3,3-dimethyl-butyryl]-4-hydroxy-pyrrolidine-2-carboxamide C(C1=CC=CC=C1)N1C(CCC1)(C)CNC(=O)[C@H]1N(C[C@@H](C1)O)C([C@H](C(C)(C)C)N1N=NC(=C1)C1CC1)=O